5'-bromo-4'-chloro-1'-(4-methoxybenzyl)-4-(4-(trimethylsilyl)-1H-1,2,3-triazol-1-yl)-1',2'-dihydrospiro[cyclopentane-1,3'-pyrrolo[2,3-b]pyridin]-3-ol BrC=1C(=C2C(=NC1)N(CC21CC(C(C1)N1N=NC(=C1)[Si](C)(C)C)O)CC1=CC=C(C=C1)OC)Cl